2-((S)-1-(2-fluoroacryloyl)-4-(5-(4-fluoronaphthalen-1-yl)-8-(((S)-1-methylpyrrolidin-2-yl)methoxy)-3,4-dihydro-2H-pyrano[2,3-f]quinazolin-10-yl)piperazin-2-yl)acetonitrile FC(C(=O)N1[C@H](CN(CC1)C1=NC(=NC2=CC(=C3C(=C12)OCCC3)C3=CC=C(C1=CC=CC=C31)F)OC[C@H]3N(CCC3)C)CC#N)=C